tert-butyl 3-((2-((S)-((tert-butoxycarbonyl)amino)(4,4-difluorocyclohexyl)methyl)imidazo[1,2-b]pyridazin-7-yl)methyl)-3-methyl-2-oxopiperidine-1-carboxylate C(C)(C)(C)OC(=O)N[C@H](C=1N=C2N(N=CC(=C2)CC2(C(N(CCC2)C(=O)OC(C)(C)C)=O)C)C1)C1CCC(CC1)(F)F